3-(((7-(2-Aminopyrimidin-4-yl)-2,3-dihydrofuro[3,2-c]pyridin-4-yl)amino)methyl)-N-(tetrahydro-2H-pyran-4-yl)benzamid NC1=NC=CC(=N1)C=1C2=C(C(=NC1)NCC=1C=C(C(=O)NC3CCOCC3)C=CC1)CCO2